tyrosine-d3 N([C@@](CC1=CC=C(C=C1)O)(C(=O)O)[2H])([2H])[2H]